4-((3-(5-(trifluoromethyl)-1,2,4-oxadiazol-3-yl)benzyl)imino)-1,4λ6-oxathiane 4-oxide FC(C1=NC(=NO1)C=1C=C(CN=S2(CCOCC2)=O)C=CC1)(F)F